COC=1C=C2NC=3CC(CC(C3C(C2=CC1)=O)=O)C1=CN=C(S1)OC1=CC(=CC=C1)OC(F)(F)F 6-methoxy-3-(2-(3-(trifluoromethoxy)phenoxy)thiazol-5-yl)-3,4-dihydroacridine-1,9(2H,10H)-dione